N(N)C1=NC=C(C(=O)O)C=C1 6-hydrazinylnicotinic acid